tert-butyl 3-((5-(4-(trifluoromethoxy)phenyl)-1,3,4-oxadiazol-2-yl)amino)azetidine-1-carboxylate FC(OC1=CC=C(C=C1)C1=NN=C(O1)NC1CN(C1)C(=O)OC(C)(C)C)(F)F